BrC=1C=CC(=C(C1)NC[C@@H]1[C@H](C1)CCOC1=C(C=NN1C)C=1C=C(C(=O)OC)C=C(N1)C)[N+](=O)[O-] methyl 2-(5-(2-((1R,2S)-2-(((5-bromo-2-nitrophenyl)amino)methyl)cyclopropyl)ethoxy)-1-methyl-1H-pyrazol-4-yl)-6-methylisonicotinate